N-(amino(5-(2-hydroxypropan-2-yl)thiazol-2-yl)(oxo)-λ6-sulfaneylidene)-2-(3',4'-dichloro-3,5-diisopropyl-[1,1'-biphenyl]-4-yl)acetamide NS(=NC(CC1=C(C=C(C=C1C(C)C)C1=CC(=C(C=C1)Cl)Cl)C(C)C)=O)(=O)C=1SC(=CN1)C(C)(C)O